(4-fluorophenyl)-2-propyne-1-one FC1=CC=C(C=C1)C(C#C)=O